3-isopropyl-5-(4-(1-((6-(pyridin-4-yl)imidazo[2,1-b][1,3,4]thiadiazol-2-yl)oxy)ethyl)piperidin-1-yl)-1,2,4-oxadiazol C(C)(C)C1=NOC(=N1)N1CCC(CC1)C(C)OC1=NN2C(S1)=NC(=C2)C2=CC=NC=C2